9-(3,3-dimethylbutyl)-4-ethyl-1-oxa-4,9-diazaspiro[5.5]undecan-3-one CC(CCN1CCC2(CN(C(CO2)=O)CC)CC1)(C)C